C(CCCCCCCCC)C1=CC=C(C=C1)C1=NOC(=N1)[C@H]1CN(CC1)C(=O)OC(C)(C)C tert-butyl (R)-3-(3-(4-decylphenyl)-1,2,4-oxadiazol-5-yl)pyrrolidine-1-carboxylate